FC(C=1N=C2N(CC=CC3=C2C=CC(=C3)C#N)C1)(F)F 2-(Trifluoromethyl)-5H-benzo[c]imidazo[1,2-a]azepine-9-Carbononitrile